6-(4-aminopiperid-1-yl)-2-(4-cyano-3-fluorophenyl)-3-(3-fluoro-4-methoxyphenyl)isonicotinamide NC1CCN(CC1)C=1N=C(C(=C(C(=O)N)C1)C1=CC(=C(C=C1)OC)F)C1=CC(=C(C=C1)C#N)F